1-(3-(3-morpholinylquinoxaline-6-carbonyl)phenyl)-3-(3-(trifluoromethyl)phenyl)urea N1(CCOCC1)C=1C=NC2=CC=C(C=C2N1)C(=O)C=1C=C(C=CC1)NC(=O)NC1=CC(=CC=C1)C(F)(F)F